(R)-2-methyl-N-(2-(methylamino)-4-(N-(1-(piperidin-4-yl)ethyl)sulfamoyl)phenyl)benzamide CC1=C(C(=O)NC2=C(C=C(C=C2)S(N[C@H](C)C2CCNCC2)(=O)=O)NC)C=CC=C1